C(C)(C)SC1=C(N=CC=2N1N=C(N2)NC2CCN(CC2)S(=O)(=O)C)C=2C=NNC2 5-(isopropylsulfanyl)-N-(1-(methylsulfonyl)piperidin-4-yl)-6-(1H-pyrazol-4-yl)-[1,2,4]triazolo[1,5-a]pyrazin-2-amine